3,3',3''-((nitrilotris(methylene))tris(benzo[b]thiophene-5,3-diyl))tris(2-(pyrrolidin-3-yl)propanoic acid) N(CC1=CC2=C(SC=C2CC(C(=O)O)C2CNCC2)C=C1)(CC1=CC2=C(SC=C2CC(C(=O)O)C2CNCC2)C=C1)CC1=CC2=C(SC=C2CC(C(=O)O)C2CNCC2)C=C1